2-(1-(4-((4-(4-(Hydroxymethyl)piperidin-1-yl)phenyl)amino)-5-oxo-5,6-dihydropyrimido[4,5-d]pyridazin-2-yl)piperidin-4-yl)acetonitril OCC1CCN(CC1)C1=CC=C(C=C1)NC1=NC(=NC=2C=NNC(C21)=O)N2CCC(CC2)CC#N